methyl α-benzylacrylate C(C1=CC=CC=C1)C(C(=O)OC)=C